C(C1=CC=CC=C1)C1=NC(=NN1)C(=O)N[C@@H]1C(N(C2=C(OC1)C=CC(=C2)N2CCC1(CCOCC1)CC2)C)=O (S)-5-benzyl-N-(5-methyl-4-oxo-7-(3-oxa-9-azaspiro[5.5]undecan-9-yl)-2,3,4,5-tetrahydrobenzo[b][1,4]oxaazepin-3-yl)-1H-1,2,4-triazole-3-carboxamide